(3S,4R)-3-fluoro-6-methoxybenzopyran-4-ol FC=1COC2=C(C1O)C=C(C=C2)OC